1-hydroxybenzoic acid cyclohexyl ester C1(CCCCC1)OC(C1(CC=CC=C1)O)=O